(1S,2S)-N-(4-(2-(((1r,4r)-4-(dimethylamino)cyclohexyl)amino)-8-isopropyl-7-oxo-7,8-dihydropyrido[2,3-d]pyrimidin-6-yl)-2,3,6-trifluorophenyl)-2-fluorocyclopropane-1-carboxamide CN(C1CCC(CC1)NC=1N=CC2=C(N1)N(C(C(=C2)C2=C(C(=C(C(=C2)F)NC(=O)[C@H]2[C@H](C2)F)F)F)=O)C(C)C)C